CC1=NN=C(N=N1)C1=CC=C(C=C1)CC(=O)NCCSCC1=NC=CC=C1 2-[4-(6-methyl-1,2,4,5-tetrazin-3-yl)phenyl]-N-[2-(pyridin-2-ylmethylsulfanyl)ethyl]acetamide